(3R)-3-(3-bromophenyl)butyrylhydrazine BrC=1C=C(C=CC1)[C@@H](CC(=O)NN)C